C(C)(C)C=1C=CC(=NC1)C=1C=CC(=C(N)C1)C 5-(5-isopropylpyridin-2-yl)-2-methylaniline